ClC1=NC2=CC=CN=C2C=C1 2-chloro-1,5-naphthyridine